C(C)(C)C(C(=O)OCC)CC(C(C)C)N(C(=O)OC)CCCC ethyl 2-isopropyl-4-(butyl(methoxycarbonyl)amino)-5-methylhexanoate